COC1=NC=C(C(=N1)OC)C1=CN2C(S1)=C(C=N2)C(=O)NC=2C(=NC=C(C2)NC(CN2CC(C2)(C)C)=O)C 2-(2,4-dimethoxypyrimidin-5-yl)-N-(5-(2-(3,3-dimethylazetidin-1-yl)acetamido)-2-methylpyridin-3-yl)pyrazolo[5,1-b]thiazole-7-carboxamide